4-amino-1-((1S,4R,5S)-2-fluoro-4,5-dihydroxy-3-(hydroxymethyl)-cyclopent-2-en-1-yl)-pyrimidin-2(1H)-one NC1=NC(N(C=C1)[C@@H]1C(=C([C@H]([C@H]1O)O)CO)F)=O